C(C=C)(=O)N1C[C@](CC1)(C1=C(C(=CC=C1F)Cl)Cl)NC=1C=CC2=C(C(N(CCC2)C)=O)C1 (S)-8-((1-Acryloyl-3-(2,3-dichloro-6-fluorophenyl)pyrrolidin-3-yl)amino)-2-methyl-2,3,4,5-tetrahydro-1H-benzo[c]azepin-1-one